C(C)O\C=C/1\N=C(OC1=O)C1=CC=CC=C1 (E)-4-(ethoxymethylene)-2-phenyloxazol-5(4H)-one